methyl 2-(((3r,5r,7r)-adamantan-1-yl) methyl)-5-fluoro-1,2,3,4-tetrahydroisoquinoline-7-carboxylate C12(CC3CC(CC(C1)C3)C2)CN2CC3=CC(=CC(=C3CC2)F)C(=O)OC